14-Heptadecenoic acid C(CCCCCCCCCCCCC=CCC)(=O)O